4-(trans-2-aminocyclopropyl)-5-methyl-N-(1-methyl-1H-pyrazol-4-yl)thiophene-2-carboxamide Dihydrochloride Cl.Cl.N[C@H]1[C@@H](C1)C=1C=C(SC1C)C(=O)NC=1C=NN(C1)C